cyanoethylthiosulfonate C(#N)CCS(=S)(=O)[O-]